ClC1=CC(=CC(=N1)N1C(C2=CC(=CC=C2C1)C1(COC1)CC1=NN=CN1C)=O)CNC[C@H]1OCCC1 (S)-2-(6-Chloro-4-((((tetrahydrofuran-2-yl)methyl)amino)methyl)pyridin-2-yl)-6-(3-((4-methyl-4H-1,2,4-triazol-3-yl)methyl)oxetan-3-yl)isoindolin-1-one